(E)-1-(3-METHYLSTYRYL)isoquinoline CC=1C=C(/C=C/C2=NC=CC3=CC=CC=C23)C=CC1